FC(C=1C=C(C=C(C1)C(F)(F)F)P(CCCCP(C1=CC(=CC(=C1)C(F)(F)F)C(F)(F)F)C1=CC(=CC(=C1)C(F)(F)F)C(F)(F)F)C1=CC(=CC(=C1)C(F)(F)F)C(F)(F)F)(F)F 1,4-bis[bis(3,5-bis-trifluoromethylphenyl)phosphino]butane